[C@H]12CN(C[C@H](CC1)N2)C2=NC(=NC1=C(C(=CC=C21)C2=CC=C(C1=C2N=C(S1)N)F)F)OC[C@]12CCCN2C[C@@H](C1)F 4-(4-((1R,5S)-3,8-diaza-bicyclo[3.2.1]octan-3-yl)-8-fluoro-2-(((2R,7aS)-2-fluoro-tetrahydro-1H-pyrrolizin-7a(5H)-yl)methoxy)quinazolin-7-yl)-7-fluorobenzo-[d]thiazol-2-amine